ClC1=C2C(=NC=NC2=CC=C1NC(\C=C\CN1CCCCC1)=O)NC1=CC(=C(C=C1)F)Cl (E)-N-(5-chloro-4-((3-chloro-4-fluorophenyl)amino)quinazolin-6-yl)-4-(piperidin-1-yl)but-2-enamide